tert-butyl 4-(7-(2,7-dimethyl-2H-indazol-5-yl)-8-fluoro-4-oxoquinazolin-3(4H)-yl)piperidine-1-carboxylate CN1N=C2C(=CC(=CC2=C1)C1=CC=C2C(N(C=NC2=C1F)C1CCN(CC1)C(=O)OC(C)(C)C)=O)C